ClC=1C=C(C=2N(N1)C=CN2)N2C1CCC(C2)CC1 2-(6-chloroimidazo[1,2-b]pyridazin-8-yl)-2-azabicyclo[2.2.2]octane